COC(=O)[C@@H]1C[C@@H](CCC1)NC(=O)OC(C)(C)C (1S,3R)-3-((tert-Butoxycarbonyl)amino)cyclohexane-1-carboxylic acid methyl ester